Hexachloroplatinic acid [H+].[H+].Cl[Pt-2](Cl)(Cl)(Cl)(Cl)Cl